N,N'-bis-Boc-guanidinopyrazole C(=O)(OC(C)(C)C)N1N(C(C=C1)NC(=N)N)C(=O)OC(C)(C)C